8-bromo-2-chloro-6-methylquinazoline BrC=1C=C(C=C2C=NC(=NC12)Cl)C